(R)-1-(2-(3-(ethoxymethyl)-1-(1-(6-methylpyridin-3-yl)cyclopropyl)pyrrolidin-3-yl)ethyl)-1,3-dihydro-2H-benzo[d]imidazol-2-one C(C)OC[C@@]1(CN(CC1)C1(CC1)C=1C=NC(=CC1)C)CCN1C(NC2=C1C=CC=C2)=O